C(C=C)OC1=CC=C(C=CC2=C(C(=CC(=C2)OC)OC)C=2N(C=CN2)C2CCCC2)C=C1 2-(4-(allyloxy)styryl-4,6-dimethoxyphenyl)-1-cyclopentyl-1H-imidazole